(E)-4-(3-(((2-nitrophenyl)carbamoyl)oxy)prop-1-en-1-yl)morpholin [N+](=O)([O-])C1=C(C=CC=C1)NC(=O)OC/C=C/N1CCOCC1